4-amino-N-methyl-N-((3S)-6-(pentafluoro-lambda~6~-sulfanyl)-2,3-dihydro-1-benzofuran-3-yl)-1,3-dihydrofuro[3,4-c][1,7]naphthyridine-8-carboxamide NC1=NC=2C=NC(=CC2C2=C1COC2)C(=O)N([C@@H]2COC1=C2C=CC(=C1)S(F)(F)(F)(F)F)C